2,2-Difluoro-N-((1S)-2-((4-(2-methoxy-1-((S)-2-oxo-4-(trifluoromethyl)imidazolidin-1-yl)ethyl)pyridin-2-yl)amino)-1-((1r,4S)-4-methylcyclohexyl)-2-oxoethyl)-2-phenylacetamide FC(C(=O)N[C@H](C(=O)NC1=NC=CC(=C1)C(COC)N1C(N[C@@H](C1)C(F)(F)F)=O)C1CCC(CC1)C)(C1=CC=CC=C1)F